C(C)(C)(CC)C=1C(=CC=C(O)C1)O 5-t-pentylhydroquinone